1-isopropyl-3-(4-methoxyphenyl)-1H-pyrazolo[3,4-d]pyrimidin-4-amine C(C)(C)N1N=C(C=2C1=NC=NC2N)C2=CC=C(C=C2)OC